ClC=1C(=C(C=2C(=C(SN2)N2CCN(CC2)C(C=C)=O)C1)F)C1=C2C=CC=NC2=CC(=C1)O 1-(4-(5-chloro-7-fluoro-6-(7-hydroxy-5-quinolyl)-2,1-benzothiazol-3-yl)-1-piperazinyl)-2-propen-1-one